O1C(=NC=C1)C=1N=CC(=NC1C=1C=CC=2N(C1)C(=CN2)C(F)(F)F)C(=O)N 5-(1,3-oxazol-2-yl)-6-[3-(trifluoromethyl)imidazo[1,2-a]pyridin-6-yl]pyrazine-2-carboxamide